BrC1=C(C=NC=C1)OCCOC 4-bromo-3-(2-methoxyethoxy)pyridine